CC1=C(C(NC(=C1)C)=O)CN1C(C=2C(=C3C(=C(C2CC1)C1=CN=CS1)O[C@](O3)(C)[C@@H]3CC[C@H](CC3)N(C)C)C)=O (R)-6-((4,6-dimethyl-2-oxo-1,2-dihydropyridin-3-yl)methyl)-2-(trans-4-(dimethylamino)cyclohexyl)-2,4-dimethyl-9-(thiazol-5-yl)-7,8-dihydro-[1,3]dioxolo[4,5-g]isoquinolin-5(6H)-one